N-(5-methyl-1H-pyrazol-3-yl)-2-(morpholinomethyl)-N5-((1R,3s,5S)-8-(2,2,2-trifluoroethyl)-8-azabicyclo[3.2.1]octan-3-yl)-1,6-naphthyridine-5,7-diamine CC1=CC(=NN1)N(C=1C=2C=CC(=NC2C=C(N1)N)CN1CCOCC1)C1C[C@H]2CC[C@@H](C1)N2CC(F)(F)F